C(=O)(OCC1C2=CC=CC=C2C2=CC=CC=C12)CC(N)C1=NN=NN1 Fmoc-L-1-aminoethyltetrazole